BrC1=CC=C(C(=C1C=O)F)CBr 6-bromo-3-(bromomethyl)-2-fluoro-benzaldehyde